4-((3-(8-(((3S,4R)-3-fluoro-1-methylpiperidin-4-yl)amino)-3-((trifluoromethyl)thio)imidazo[1,2-a]pyridin-2-yl)prop-2-yn-1-yl)amino)-3-methoxybenzonitrile F[C@H]1CN(CC[C@H]1NC=1C=2N(C=CC1)C(=C(N2)C#CCNC2=C(C=C(C#N)C=C2)OC)SC(F)(F)F)C